4-((Naphthalen-2-ylamino)methyl)benzene-1,2-diol C1=C(C=CC2=CC=CC=C12)NCC=1C=C(C(=CC1)O)O